methyl (1S,3R,4R,5R)-3-{[(2E)-3-(3,4-dimethoxyphenyl)prop-2-enoyl]oxy}-1,5-dihydroxy-4-{[(2E)-3-(3-hydroxy-4-methoxyphenyl)prop-2-enoyl]oxy}cyclohexane-1-carboxylate COC=1C=C(C=CC1OC)/C=C/C(=O)O[C@@H]1C[C@@](C[C@H]([C@H]1OC(\C=C\C1=CC(=C(C=C1)OC)O)=O)O)(C(=O)OC)O